ClC1=C(N=C2SC(=NN21)OC(C)C2CCN(CC2)C2=NC(=NO2)C(C)C)C2=CC=C(C=C2)S(=O)(=O)C 5-(4-(1-((5-chloro-6-(4-(methylsulfonyl)phenyl)imidazo[2,1-b][1,3,4]thiadiazol-2-yl)oxy)ethyl)piperidin-1-yl)-3-isopropyl-1,2,4-oxadiazol